CN=S1(CCN(CC1)C(=O)OC(C)(C)C)=O tert-butyl 1-methylimino-1-oxo-1,4-thiazinane-4-carboxylate